CC1=CC(=NC=C1C=1C=2N(C3=CC(=NC=C3C1)NC)C=CN2)O 4-methyl-5-(8-(methylamino)imidazo[1,2-a][1,6]naphthyridin-4-yl)pyridin-2-ol